[NH3+]C(CCC[NH3+])C(=O)NCCSSCCNC(CCC(=O)NC(CCC(NCCCCCCCCCCCCCC)=O)C(NCCCC(=O)OC\C=C/CCCCCC)=O)=O [4-azaniumyl-5-[2-[2-[[4-[[1-[[4-[(Z)-non-2-enoxy]-4-oxo-butyl]carbamoyl]-4-oxo-4-(tetradecylamino)butyl]amino]-4-oxo-butanoyl]amino]ethyldisulfanyl]ethylamino]-5-oxo-pentyl]ammonium